C(#N)C1=CC2=C(N=C(N=C2)NC(=O)[C@@H]2C[C@@H](CCC2)NC(OC(C)(C)C)=O)C(=N1)NC(C)C Tert-butyl ((1R,3S)-3-((6-cyano-8-(isopropylamino)pyrido[3,4-d]pyrimidin-2-yl)carbamoyl)cyclohexyl)carbamate